Cl.O[C@@H]1C[C@H](N(C1)C([C@H](C(C)(C)C)NC(=O)[C@H]1NCCOC1)=O)C(NCC1=CC=C(C=C1)C1=C(N=CS1)C)=O (S)-N-((S)-1-((2S,4R)-4-hydroxy-2-((4-(4-methylthiazol-5-yl)benzyl)carbamoyl)pyrrolidin-1-yl)-3,3-dimethyl-1-oxobutan-2-yl)morpholine-3-carboxamide, hydrochloride